OC1=C2C(OCC2=C(C(=C1CC=C(CCC(=O)O)C)OC)C)=O 6-(4-hydroxy-6-methoxy-7-methyl-3-oxo-1,3-dihydroisobenzofuran-5-yl)-4-methylhex-4-enoic acid